C(C)(C)(C)OC(=O)N1C2CNCC1(C2)C=2C1=C(N=C(N2)SC)C(=C(N=C1C#CC)Cl)F (7-chloro-8-fluoro-2-(methylsulfanyl)-5-(propynyl)pyrido[4,3-d]pyrimidin-4-yl)-3,6-diazabicyclo[3.1.1]heptane-6-carboxylic acid tert-butyl ester